1,1,1-trichloro-2-methylpropan-2-yl (R)-4-hydroxy-4-((quinolin-2-ylthio)(2-(trifluoromethyl)phenyl)methyl)piperidine-1-carboxylate OC1(CCN(CC1)C(=O)OC(C(Cl)(Cl)Cl)(C)C)[C@@H](C1=C(C=CC=C1)C(F)(F)F)SC1=NC2=CC=CC=C2C=C1